C1=CC=CC=2C=CC=3C(=C4C=CC5=C(C4=NC3C21)C=CC=C5)C5=CC=C(C=C5)C5=C(C=C(C=C5)C#N)C 4'-(Dibenzo[c,h]acridin-7-yl)-2-methyl-[1,1'-biphenyl]-4-carbonitrile